C(C)(C)N(C(C)C)P(OCCC#N)N(C(C)C)C(C)C bis-(diisopropylamino)(2-cyanoethoxy)phosphine